C(C(C)C)C1=CC(=CC(=C1)C)C 1-Isobutyl-3,5-dimethylbenzene